FC(C=1C=CC(NC1)=O)(F)F 5-(trifluoromethyl)-1H-pyridin-2-one